C12=CCCCC2CCCC1 BICYCLO[4.4.0]DECENE